COCCN(C(CC1=C(N=C2N1C=CC(=C2)C)C2=CC=C(C=C2)OC)=O)CC2=NC=CC=C2 N-(2-methoxyethyl)-N-(2-pyridylmethyl)-2-[2-(4-methoxyphenyl)-7-methyl-imidazo[1,2-a]pyridin-3-yl]-acetamide